2-(5-bromo-2-pyridinyl)acetonitrile BrC=1C=CC(=NC1)CC#N